diisopropyl 3-((methylsulfonyl)oxy)cyclobutane-1,1-dicarboxylate CS(=O)(=O)OC1CC(C1)(C(=O)OC(C)C)C(=O)OC(C)C